Bis(4-(7-azabenzoxazol-2-yl)-phenyl)-(4-carbazol-9-yl-phenyl)-Amine O1C(=NC2=C1N=CC=C2)C2=CC=C(C=C2)N(C2=CC=C(C=C2)N2C1=CC=CC=C1C=1C=CC=CC21)C2=CC=C(C=C2)C=2OC1=C(N2)C=CC=N1